4-(3-pyrazol-1-ylphenyl)piperidine N1(N=CC=C1)C=1C=C(C=CC1)C1CCNCC1